CC1=CC2=C(N=C(N=C2)NC2=CC=C(C=C2)N2CC3(C2)CN(C3)C)C(=N1)N1CC3(CS(C3)(=O)=O)C1 6-(6-methyl-2-((4-(6-methyl-2,6-diazaspiro[3.3]heptan-2-yl)phenyl)amino)pyrido[3,4-d]pyrimidin-8-yl)-2-thia-6-azaspiro[3.3]heptane 2,2-dioxide